tert-butyl ((1R,5S)-3-(2,7-dichloro-8-fluoropyrido[4,3-d]pyrimidin-4-yl)-3-azabicyclo[3.1.0]hexan-1-yl)carbamate ClC=1N=C(C2=C(N1)C(=C(N=C2)Cl)F)N2C[C@]1(C[C@H]1C2)NC(OC(C)(C)C)=O